OC1C[C@H](NC1)C(=O)N[C@@H](CO)C1=CC=C(C=C1)C1=C(N=CS1)CO 4-hydroxy-N-[(1R)-2-hydroxy-1-{4-[4-(hydroxymethyl)-1,3-thiazol-5-yl]phenyl}ethyl]-L-prolinamide